(1R,2S,3R,4S)-3-amino-N-[(1-cyclopropylcyclobutyl)methyl]norbornane-2-carboxamide N[C@H]1[C@H]([C@@H]2CC[C@H]1C2)C(=O)NCC2(CCC2)C2CC2